OCC([C@H](N)C(=O)O)C γ-hydroxyvaline